ClC=1C(=NC=NC1N1CC2(COC2)C1)NC1=NNC2=CC(=CC=C12)[C@@H]1C[C@@]12C=NC1=CC=C(C=C21)OC (1R,2S)-2-(3-{[5-chloro-6-(2-oxa-6-azaspiro[3.3]heptan-6-yl)pyrimidin-4-yl]amino}-1H-indazol-6-yl)-5'-methoxyspiro[cyclopropane-1,3'-indol]